CC1=CC(=NN1)NC=1C2=C(N=C(N1)NC1CC3CCCC(C1)N3C(CNC)=O)SC=C2 ((3-exo)-3-((4-((5-methyl-1h-pyrazol-3-yl)amino)thieno[2,3-d]pyrimidin-2-yl)amino)-9-azabicyclo[3.3.1]nonan-9-yl)-2-(methylamino)-ethane-1-one